(S)-3-Fluoro-2-((R)-3-methylmorpholin-4-yl)-9-[2-(1-oxa-6-aza-spiro[3.3]hept-6-yl)-2-oxoethyl]-8-trifluoromethyl-6,7,8,9-tetrahydropyrimido-[1,2-a]pyrimidin-4-one FC1=C(N=C2N(C1=O)CC[C@H](N2CC(=O)N2CC1(CCO1)C2)C(F)(F)F)N2[C@@H](COCC2)C